C(C)(C)(C)OC(=O)N1CCC(CC1)C1=NOC(=C1)C1=C(C=2NC=3C=C(C=CC3C2N=C1)Br)NC(C)C 4-(5-(7-bromo-4-(isopropylamino)-5H-pyrido[3,2-b]indol-3-yl)isoxazol-3-yl)piperidine-1-carboxylic acid tert-butyl ester